2-(4-(1-(aminomethyl)-5-ethynyl-4-oxo-3,4-dihydropyrido[3,4-d]pyridazin-7-yl)-1-Methyl-1H-pyrazol-5-yl)-4-chloro-6-cyclopropoxy-3-fluorobenzonitrile NCC=1C2=C(C(NN1)=O)C(=NC(=C2)C=2C=NN(C2C2=C(C#N)C(=CC(=C2F)Cl)OC2CC2)C)C#C